CC1(S(CCC1)(=O)=O)C=O 2-Methyl-1,1-dioxo-thiolane-2-carbaldehyde